C1(=CC=CC=C1)[P+](C=1C=CC=2N(C3=CC=CC=C3C2C1)CC)(C1=CC=CC=C1)C1=CC=CC=C1 Triphenyl-(9-ethyl-9H-carbazol-3-yl)phosphonium